NC=1C=2N(C=CN1)C(=NC2C2=CC(=C(C(=O)NC1=NC=CC(=C1)CCC)C=C2)F)[C@H]2N(CCCC2)C(\C=C\COC)=O (S,E)-4-(8-amino-3-(1-(4-methoxybut-2-enoyl)piperidin-2-yl)imidazo[1,5-a]pyrazin-1-yl)-2-fluoro-N-(4-propylpyridin-2-yl)benzamide